tetra(tridecyl)4,4'-isopropylidenediphenyl diphosphite O1P(OC2=C(C(=C(C(=C2CCCCCCCCCCCCC)CCCCCCCCCCCCC)C(C)(C)C2=CC=C1C=C2)CCCCCCCCCCCCC)CCCCCCCCCCCCC)OP([O-])[O-]